4-(1-D-glucosyl-nonanyl)-1H-1,2,3-triazole C1([C@H](O)[C@@H](O)[C@H](O)[C@H](O1)CO)C(CCCCCCCC)C=1N=NNC1